O(S(=O)(=O)C(F)(F)F)C1=CS(CC1)(=O)=O 1,1-dioxo-4,5-dihydrothiophen-3-yl triflate